(+-)-2-methoxy-methyl-2,5-dimethylindane COC1(C(C2=CC=C(C=C2C1)C)C)C